(R)-2-(2-(methoxymethyl)-4-(pyridin-2-yl)piperazin-1-yl)pyrimidin-5-amine COC[C@@H]1N(CCN(C1)C1=NC=CC=C1)C1=NC=C(C=N1)N